phosphoric acid-mono-2-aminoethyl ester NCCOP(O)(O)=O